(E)-1-cyano-N-(2-(2-(2-methoxyethoxy)ethoxy)ethyl)-2-(6-(piperidin-1-yl)naphthalen-2-yl)ethenesulfonamide C(#N)/C(=C\C1=CC2=CC=C(C=C2C=C1)N1CCCCC1)/S(=O)(=O)NCCOCCOCCOC